FC(C(C(F)(F)F)(OC(C(S(=O)(=O)F)(F)F)(F)F)F)(OC(=C(F)F)F)F 2-[1-[difluoro[(1,2,2-trifluorovinyl)oxy]methyl]-1,2,2,2-tetrafluoroethoxy]-1,1,2,2-tetrafluoro-ethanesulfonyl fluoride